COC([C@H](CC=1C=CC(=C2C(=CC=NC12)Cl)C1=C(C=C(C=C1)F)Cl)NC(C1=C(C=CC=C1F)F)=O)=O (S)-3-(4-chloro-5-(2-chloro-4-fluorophenyl)quinolin-8-yl)-2-(2,6-difluorobenzoylamino)propionic acid methyl ester